[Cl-].C1OCC(C2=CC=CC=C12)C[NH3+] Isochroman-4-ylmethanaminium chloride